3,3'-((4-chlorophenyl)methylene)bis(1H-indole) ClC1=CC=C(C=C1)C(C1=CNC2=CC=CC=C12)C1=CNC2=CC=CC=C12